3,5-bis[(4-methoxyphenyl)methoxy]pyridine-2-carbonitrile COC1=CC=C(C=C1)COC=1C(=NC=C(C1)OCC1=CC=C(C=C1)OC)C#N